4-(5-chloro-2-methoxyphenyl)-N-(6-(4-cyanophenyl)thiazolo[4,5-b]pyrazin-2-yl)-6-(1-methyl-1H-pyrazol-3-yl)pyridine-3-carboxamide ClC=1C=CC(=C(C1)C1=C(C=NC(=C1)C1=NN(C=C1)C)C(=O)NC=1SC=2C(=NC=C(N2)C2=CC=C(C=C2)C#N)N1)OC